C(CCC)C=1N(C2=C(C(=NC=3C=CC=CC23)Cl)N1)CC1=CC=C(CNC(OC(C)(C)C)=O)C=C1 Tert-butyl 4-((2-butyl-4-chloro-1H-imidazo[4,5-c]quinolin-1-yl)methyl)benzylcarbamate